C(C)(C)(C)OC(=O)N1CC(C(C2=C1C=NC=1N2N=C(C1)Cl)(C)C)OC 2-chloro-8-methoxy-9,9-dimethyl-8,9-dihydropyrazolo[1,5-a]pyrido[2,3-e]pyrimidine-6(7H)-carboxylic acid tert-butyl ester